2-((1S,2R)-1-(2-cyanophenyl)-1-(1-methyl-1H-imidazol-4-yl)propan-2-yl)-5-hydroxy-N-(isoxazol-4-yl)-1-methyl-6-oxo-1,6-dihydropyrimidine-4-carboxamide C(#N)C1=C(C=CC=C1)[C@H]([C@@H](C)C=1N(C(C(=C(N1)C(=O)NC=1C=NOC1)O)=O)C)C=1N=CN(C1)C